1-(3-bromo-1-benzofuran-2-yl)ethan-1-one BrC1=C(OC2=C1C=CC=C2)C(C)=O